O1C(CCCC1)N1C=2C=CC=3OCCOCCOCCN4N=CC(C(=N1)C2C3)=C4 19-(oxan-2-yl)-8,11,14-trioxa-4,5,19,20-tetraazatetracyclo[13.5.2.12,5.018,21]tricosa-1(20),2(23),3,15(22),16,18(21)-hexaene